C(CCCCCCCCCCCC)OC(CCCCC=1NC=CC=C(C1CCCCC(=O)OCCCCCCCCCCCCC)CCCNCCCCC(OCCCCCCCCCCCCC)=O)=O 5,5'-((3-((5-oxo-5-(tridecyloxy)pentyl)amino)propyl)azepinediyl)bispentanoic acid ditridecyl ester